3-methyl-[1,1'-biphenyl]-4-carboxylic acid CC=1C=C(C=CC1C(=O)O)C1=CC=CC=C1